ferrocenylboron dibromide [C-]1(C=CC=C1)B(Br)Br.[CH-]1C=CC=C1.[Fe+2]